FC(C1(CC1)C1=CC=C(C=C1)C1CN(C1)C(=O)N1C[C@@H]2[C@H](OCC(N2)=O)CC1)(F)F (4aR,8aR)-6-[3-[4-[1-(trifluoromethyl)cyclopropyl]phenyl]azetidine-1-carbonyl]-4,4a,5,7,8,8a-hexahydropyrido[4,3-b][1,4]oxazin-3-one